FC(C1=CN=C2N1C=C(C=N2)C=2C(=CN1N=C(N=C(C12)OC)N[C@H]1C(CN(CC1)C(C)=O)(F)F)F)F (R)-1-(4-((5-(3-(difluoromethyl)imidazo[1,2-a]pyrimidin-6-yl)-6-fluoro-4-methoxypyrrolo[2,1-f][1,2,4]triazin-2-yl)amino)-3,3-difluoropiperidin-1-yl)ethan-1-one